C(C)(C)(C)OC(=O)N1OCCC1C1=CC=CC=C1 3-phenyl-1,2-oxazolidine-2-carboxylic acid tert-butyl ester